CC=1C=C(OC2=CC=C(N)C=C2)C=CC1 4-(m-methylphenoxy)aniline